C(C)(C)(C)O\N=C(\C1CCC(CC1)N1N=CC(=C(C1=O)Cl)NC[C@H]1COCCC1)/C=1C(=NC(=CC1)F)C 2-((1r,4S)-4-((Z)-(tert-butoxyimino)(6-fluoro-2-methylpyridin-3-yl)methyl)cyclohexyl)-4-chloro-5-((((S)-tetrahydro-2H-pyran-3-yl)methyl)amino)pyridazin-3(2H)-one